octadec-9,12-dienoic acid 15-(((4,4-bis(((Z)-oct-5-en-1-yl) oxy) butanoyl) oxy) methyl)-9-hexyl-2-methyl-7,12-dioxo-6,8,13-trioxa-2-azahexadecan-16-yl ester C(CCC\C=C/CC)OC(CCC(=O)OCC(COC(CCC(OC(OCCCN(C)C)=O)CCCCCC)=O)COC(CCCCCCCC=CCC=CCCCCC)=O)OCCCC\C=C/CC